1-(tert-butoxycarbonyl)pyrrolidin-3-yl 4-(((8-isopropyl-2-((tetrahydro-2H-pyran-4-yl)amino)pyrazolo[1,5-a][1,3,5]triazin-4-yl)amino)methyl)piperidine-1-carboxylate C(C)(C)C=1C=NN2C1N=C(N=C2NCC2CCN(CC2)C(=O)OC2CN(CC2)C(=O)OC(C)(C)C)NC2CCOCC2